3-(3-(difluoromethoxy)phenyl)-4-fluoro-1-isopropyl-N-(3-methyl-1,1-dioxidothietan-3-yl)-1H-indazole-6-carboxamide FC(OC=1C=C(C=CC1)C1=NN(C2=CC(=CC(=C12)F)C(=O)NC1(CS(C1)(=O)=O)C)C(C)C)F